CC(C(=O)N1[C@@H](CNCC1)C)C (R)-2-methyl-1-(2-methylpiperazin-1-yl)propan-1-one